2-(2-((3R,4R)-3-amino-4-fluoropiperidin-1-yl)-5,6-difluoro-1H-benzo[d]imidazol-1-yl)-N-((1r,4R)-4-hydroxycyclohexyl)-N-methylacetamide N[C@@H]1CN(CC[C@H]1F)C1=NC2=C(N1CC(=O)N(C)C1CCC(CC1)O)C=C(C(=C2)F)F